N(=[N+]=[N-])C[C@@H]1[C@H]([C@H]([C@@H](O1)N1C=2N=C(NC(C2N=C1)=O)NC(C(C)C)=O)F)O N-[9-[(2R,3R,4R,5R)-5-(azidomethyl)-3-fluoro-4-hydroxy-tetrahydrofuran-2-yl]-6-oxo-1H-purin-2-yl]-2-methyl-propanamide